C(C1=CC=CC=C1)OC([C@H](C(CCN1C[C@@H](N(CC1)C(=O)OC(C)(C)C)C(=O)OC)(C)C)N1C(C2=CC=CC=C2C1=O)=O)=O O1-tert-butyl O2-methyl (2R)-4-[(4S)-5-benzyloxy-4-(1,3-dioxoisoindolin-2-yl)-3,3-dimethyl-5-oxopentyl]piperazine-1,2-dicarboxylate